(1R,3R)-5'-(3-Amino-5-(4-(cyanomethyl)-3-methylpyridin-2-yl)phenyl)-4'-chloro-3-methyl-1',2'-dihydrospiro[cyclopentane-1,3'-pyrrolo[2,3-b]pyridine]-3-carbonitrile NC=1C=C(C=C(C1)C1=NC=CC(=C1C)CC#N)C=1C(=C2C(=NC1)NC[C@]21C[C@@](CC1)(C#N)C)Cl